N1(C=CC2=CC=CC=C12)C=1C=C(C=CC1)C1NC2=C(NC(C1)=O)C=C(C(=C2)C)C(F)(F)F 4-(3-(1H-Indol-1-yl)phenyl)-7-methyl-8-(trifluoromethyl)-4,5-dihydro-1H-benzo[b][1,4]diazepin-2(3H)-one